1-(4-((4-Methoxybenzyl)amino)-6-methylpyrimidin-2-yl)-3-(naphthalen-2-yl)urea COC1=CC=C(CNC2=NC(=NC(=C2)C)NC(=O)NC2=CC3=CC=CC=C3C=C2)C=C1